C[C@@H]1CC[C@H](CC1)NC(=O)NC1=CC(=C(C=C1)C1CCOCC1)C=1N=NNN1 1-((Trans)-4-methylcyclohexyl)-3-(4-(tetrahydro-2H-pyran-4-yl)-3-(2H-tetrazol-5-yl)phenyl)urea